FC1=C(CC2=NC3=C(N2[C@@H]2COCC2(C)C)C=C(C=C3)C(=O)O)C=C(C(=C1)C1=NC(=CC=C1)OCC1=C(C=CC=C1)F)F (S)-2-(2,5-difluoro-4-(6-((2-fluorobenzyl)oxy)pyridin-2-yl)benzyl)-1-(4,4-dimethyltetrahydrofuran-3-yl)-1H-benzo[d]imidazole-6-carboxylic acid